FC=1C=C(C(=O)NC=2C=NC(=CC2)N2CC3(C4=CC=CC=C24)CC3)C=C(C1O)C=O 3-fluoro-5-formyl-4-hydroxy-N-(6-(spiro[cyclopropane-1,3'-indolin]-1'-yl)pyridin-3-yl)benzamide